p-iodotoluene diacetate C(C)(=O)O.C(C)(=O)O.IC1=CC=C(C)C=C1